NCC1CNC(CO1)CN 2,5-bis(aminomethyl)morpholine